5-[2-[[(1R)-1-(3,6-dimethyl-4-oxo-2-phenyl-benzopyran-8-yl)ethyl]amino]phenyl]-3H-1,3,4-oxadiazol-2-one CC1=C(OC2=C(C1=O)C=C(C=C2[C@@H](C)NC2=C(C=CC=C2)C2=NNC(O2)=O)C)C2=CC=CC=C2